CC1=C(C(=O)P(C2=CC=CC=C2)C2=CC=CC=C2)C(=CC(=C1)C)C (2,4,6-trimethylbenzoyl)diphenylphosphine